ethyl 5-fluoro-7-isobutyl-1H-indole-2-carboxylate FC=1C=C2C=C(NC2=C(C1)CC(C)C)C(=O)OCC